O=C1N(C(C=C1)=O)CCNC(CN1CCN(CCN(CC1)CC(=O)O)CC(=O)O)=O 2,2'-(7-(2-((2-(2,5-dioxo-2,5-dihydro-1H-pyrrol-1-yl)ethyl)amino)-2-oxoethyl)-1,4,7-triazonane-1,4-diyl)diacetic acid